(2'-hydroxy-3'-tert-butyl-5'-methylphenyl)benzotriazole tert-butyl-4-(2-(benzylthio)-4-fluoro-3-nitrophenyl)-3,6-dihydropyridine-1(2H)-carboxylate C(C)(C)(C)OC(=O)N1CCC(=CC1)C1=C(C(=C(C=C1)F)[N+](=O)[O-])SCC1=CC=CC=C1.OC1=C(C=C(C=C1C(C)(C)C)C)C1=CC=CC=2NN=NC21